2-(2,3-difluoro-4-methoxyphenoxy)-9-(tetrahydro-2H-pyran-2-yl)-N-((tetrahydro-2H-pyran-4-yl)methyl)-9H-purin-6-amine FC1=C(OC2=NC(=C3N=CN(C3=N2)C2OCCCC2)NCC2CCOCC2)C=CC(=C1F)OC